SCCCO 1-mercapto-3-propanol